5-chloro-2-fluoro-4-(((4-oxocyclohexyl)methyl)amino)-N-(thiazol-2-yl)benzenesulfonamide ClC=1C(=CC(=C(C1)S(=O)(=O)NC=1SC=CN1)F)NCC1CCC(CC1)=O